NC(CCC1CC1)(C1=CC(=CC=C1)C#N)C=1C=CC(=C(C1)NC(=O)[C@@H]1N(C[C@@H](C1)OC)C(=O)NC1=CC=C(C=C1)Cl)F (2R,4R)-N2-(5-((+)-1-amino-1-(3-cyanophenyl)-3-cyclopropylpropyl)-2-fluorophenyl)-4-methoxy-N1-(4-chlorophenyl)pyrrolidine-1,2-dicarboxamide